FC1=C(C(=O)O)C=CC(=C1F)C1(NC(NC1=O)=O)C 2,3-difluoro-4-(4-methyl-2,5-dioxoimidazolidin-4-yl)benzoic acid